N1(CCCC2=NC=CC=C12)C1=NNC2=NC(=CN=C21)C2CCC1(CC3=CC=CC=C3[C@H]1N)CC2 (1s,3'S,4R)-4-[3-(1,2,3,4-tetrahydro-1,5-naphthyridin-1-yl)-1H-pyrazolo[3,4-b]pyrazin-6-yl]-1',3'-dihydrospiro[cyclohexane-1,2'-inden]-3'-amine